C(C)N1CCN(CC1)CC1=CC=C(C=C1)C1=CC2=C(N=CN=C2N[C@H](C)C2=CC=CC=C2)N1 6-[4-(4-ethylpiperazin-1-ylmethyl)phenyl]-N-[1(R)-phenylethyl]-7H-pyrrolo[2,3-d]pyrimidine-4-amine